4-formyl-N-(1-methyl-1H-pyrazol-3-yl)benzene-1-sulfonamide C(=O)C1=CC=C(C=C1)S(=O)(=O)NC1=NN(C=C1)C